ClC=1C=CC(=C(C1)C1C(C1)C(=O)NC1=NC=NC(=C1)NCC=1N=C2N(C=C(C=C2)C2CC2)C1)OCCOC 2-(5-chloro-2-(2-methoxyethoxy)phenyl)-N-(6-(((6-cyclopropyl-imidazo[1,2-a]pyridin-2-yl)methyl)amino)pyrimidin-4-yl)cyclopropane-1-carboxamide